C1(=CC=CC=C1)C=1C(=NC(=C(N1)C=1C=NC(=CC1)C1=CC=CC=C1)C1=CC=CC=C1)C1=C(C=CC=C1)C1=NC(=NC(=N1)C1=CC=CC=C1)C1=CC=CC=C1 2-(2-(3,6-Diphenyl-5-(6-phenylpyridin-3-yl)pyrazin-2-yl)phenyl)-4,6-diphenyl-1,3,5-triazine